4-(10-methylthio-7H-benzo[c]carbazol-7-yl)butylphosphonic acid CSC1=CC=2C=3C4=C(C=CC3N(C2C=C1)CCCCP(O)(O)=O)C=CC=C4